C1(CCC1)OC1=CC(=NC(=N1)C(C)(F)F)NC1=CC(=NC=C1OC)NC(C)=O N-(4-((6-cyclobutoxy-2-(1,1-difluoroethyl)pyrimidin-4-yl)amino)-5-methoxypyridin-2-yl)acetamide